8-Bromo-3-chloro-5-cyclopropylisoquinoline BrC=1C=CC(=C2C=C(N=CC12)Cl)C1CC1